N[C@@H](CC1CC1)C1=CC(=C2CN(C(C2=C1)=O)C1=CC(=CC=C1)C1(COC1)[C@H](C1=NN=CN1C)F)C(F)(F)F 6-((S)-1-amino-2-cyclopropylethyl)-2-(3-(3-((R)-fluoro(4-methyl-4H-1,2,4-triazol-3-yl)methyl)oxetan-3-yl)phenyl)-4-(trifluoromethyl)isoindolin-1-one